FC1=CC(=C(C(=O)NC2=C(C=C(C(=C2)C=2CCNCC2)F)N2C[C@H](N([C@H](C2)C)C)C)C=C1)C(F)(F)F 4-fluoro-N-(4-fluoro-5-(1,2,3,6-tetrahydropyridin-4-yl)-2-((3R,5S)-3,4,5-trimethylpiperazin-1-yl)phenyl)-2-(trifluoromethyl)benzamide